4-amino-3,5,6-trichloropyridine ammonium formate salt C(=O)[O-].[NH4+].NC1=C(C=NC(=C1Cl)Cl)Cl